C(C)(C)(C)OC(=O)N(CCNCCC(=O)OC(C)(C)C)C tert-butyl 3-((2-((tert-butoxycarbonyl)(methyl)amino)ethyl)amino)propanoate